1-(6-(cyclohexylideneamino)hexyl)-5-oxopyrrolidine-3-carboxylic acid butyl ester C(CCC)OC(=O)C1CN(C(C1)=O)CCCCCCN=C1CCCCC1